ClC1=CC=C(CNC(=O)NC2CC3(C2)CC(C3)OC3=CC=NC=C3)C=C1 1-(4-chlorobenzyl)-3-(6-(pyridin-4-yloxy)spiro[3.3]heptan-2-yl)urea